(3,5-bis(trifluoromethyl)phenyl)boron lithium [Li].FC(C=1C=C(C=C(C1)C(F)(F)F)[B])(F)F